OCCN(CCN(CCO)CCO)CCO 2-[2-[bis(2-hydroxyethyl)amino]ethyl-(2-hydroxyethyl)amino]ethanol